(S)-1-(6-bromopyridin-2-yl)-3-methoxy-N-(6-(5-methyl-6,7-dihydro-5H-pyrrolo[2,1-c][1,2,4]triazol-3-yl)pyridin-2-yl)-1H-pyrazole-4-carboxamide BrC1=CC=CC(=N1)N1N=C(C(=C1)C(=O)NC1=NC(=CC=C1)C=1N2C(=NN1)CC[C@@H]2C)OC